ClC=1C=C(C=CC1F)[C@H](NC(=O)N1CC(NCC1)=O)C1CC2CCC(C1)C2(F)F N-((R)-(3-chloro-4-fluorophenyl)(8,8-difluoro-bicyclo[3.2.1]oct-3-yl)methyl)-3-oxopiperazine-1-carboxamide